C(C)(C)(C)OC(=O)NCC1=NC=C2C=CC(=NC2=C1)S(=O)(=O)CCC(=O)OC methyl 3-((7-(((tert-butoxycarbonyl)amino)methyl)-1,6-naphthyridin-2-yl)sulfonyl)propanoate